OC(=O)O S and R-dihydroxyketone